methyl (3-fluorophenyl) sulfide FC=1C=C(C=CC1)SC